benzyl (1-hydroxy-3-(1-methyl-1H-indol-3-yl)propan-2-yl)carbamate OCC(CC1=CN(C2=CC=CC=C12)C)NC(OCC1=CC=CC=C1)=O